COC(=O)C=1C=2N(C=C(C1)C=O)C=CN2 6-formylimidazo[1,2-a]pyridine-8-carboxylic acid methyl ester